(2,2-difluoroethyl) (trifluoromethyl) sulfate S(=O)(=O)(OCC(F)F)OC(F)(F)F